NCC1=C(C=CC=C1)B(O)O 2-(aminomethyl)phenylboronic acid